CN(C1=CC=C(C=C1)C1=NC2=CC=CC=C2C(=N1)OC)C 2-(4'-dimethylaminophenyl)-4-methoxy-quinazoline